OC[C@H](C1=NC(=CC=C1)N1CCN(CC1)C(C)C)NC(CC)=O N-[(1S)-2-hydroxy-1-{6-[4-(propan-2-yl)piperazin-1-yl]pyridin-2-yl}ethyl]propanamide